S(=O)(=O)(C)OCC1=C(C=CC=C1)CCNC(OC(C)(C)C)=O tert-butyl (2-{o-[(mesyloxy)methyl]phenyl}ethyl)carbamate